NC1=NC=NN2C1=NC=C2C=2C=C(C=CC2C)S(=O)(=O)N2CCN(CC2)C2=NC=C(C#N)C=C2 6-(4-((3-(4-aminoimidazo[2,1-f][1,2,4]triazin-7-yl)-4-methylphenyl)sulfonyl)piperazin-1-yl)nicotinonitrile